C(C1=CC=CC=C1)N(CCCC)CC1=CC=C(O1)C(=O)N(C)OC 5-((benzyl-(butyl)amino)methyl)-N-methoxy-N-methylfuran-2-carboxamide